3-cyclopropyl-N6-(1-ethylpropyl)-N8-(4-pyridyl)-[1,2,4]triazolo[4,3-b]pyridazine-6,8-diamine C1(CC1)C1=NN=C2N1N=C(C=C2NC2=CC=NC=C2)NC(CC)CC